2-cyclopropylpyrazolo[1,5-d][1,2,4]triazin-4(5H)-one C1(CC1)C1=NN2C=NNC(C2=C1)=O